BrC1=C(C(=CC(=C1O)Br)/C=N/C1=CC2=C(NC(=N2)C2=C(C=CC(=C2)[N+](=O)[O-])Cl)C=C1)O (E)-2,4-dibromo-6-(((2-(2-chloro-5-nitrophenyl)-1H-benzo[d]imidazol-5-yl)imino)methyl)benzene-1,3-diol